OC[C@H](C[C@H]1C(NCC1)=O)NC([C@H](CC(C)C)NC(OC(C)(C)C1CCC(CC1)(F)F)=O)=O 2-(4,4-Difluorocyclohexyl)propan-2-yl ((S)-1-(((S)-1-hydroxy-3-((S)-2-oxopyrrolidin-3-yl)propan-2-yl)amino)-4-methyl-1-oxopentan-2-yl)carbamate